ethyl (3-{3-[(tert-butoxycarbonyl)-amino]phenyl}oxetan-3-yl)acetate C(C)(C)(C)OC(=O)NC=1C=C(C=CC1)C1(COC1)CC(=O)OCC